6-isopropoxy-5-(trifluoromethyl)pyridine C(C)(C)OC1=C(C=CC=N1)C(F)(F)F